C(C)(C)(C)OC(N[C@H]1[C@@H](C[C@@H](CC1)NC1=C2CN(C(C2=CC=C1)=O)C=1C(=NC(=CC1)OCC1=CC=CC=C1)OCC1=CC=CC=C1)F)=O ((1R,2R,4R)-4-((2-(2,6-bis(benzyloxy)pyridin-3-yl)-1-oxoisoindolin-4-yl)amino)-2-fluorocyclohexyl)carbamic acid tert-butyl ester